NC=1C2=C(N=CN1)N(C=C2C=2C(=C1CCN(C1=CC2)C(CC2=NC(=CC=C2)C)=O)F)C2CC2 1-(5-(4-AMINO-7-CYCLOPROPYL-7H-PYRROLO[2,3-D]PYRIMIDIN-5-YL)-4-FLUOROINDOLIN-1-YL)-2-(6-METHYLPYRIDIN-2-YL)ETHAN-1-ONE